6-(2-hydroxyethoxy)-5-(2-methoxyphenoxy)[2,2'-bipyrimidine] OCCOC1=C(C=NC(=N1)C1=NC=CC=N1)OC1=C(C=CC=C1)OC